1-N'-(4-fluorophenyl)-1-N-[4-[7-[rac-(3R)-oxolane-3-yl]quinolin-4-yl]oxyphenyl]cyclopropane-1,1-dicarboxamide FC1=CC=C(C=C1)NC(=O)C1(CC1)C(=O)NC1=CC=C(C=C1)OC1=CC=NC2=CC(=CC=C12)[C@@H]1COCC1 |r|